4-(bis(4-methoxybenzyl)amino)picolinic acid COC1=CC=C(CN(C2=CC(=NC=C2)C(=O)O)CC2=CC=C(C=C2)OC)C=C1